NC1=C2C(=NC=N1)N(N=C2C=2NC1=CC(=CC=C1C2)NC(=O)NC)C(C)(C)C 1-(2-(4-Amino-1-(tert-butyl)-1H-pyrazolo[3,4-d]pyrimidin-3-yl)-1H-indol-6-yl)-3-methylurea